N-(1-(2-fluorophenoxy)-2,4-dimethylpent-4-en-2-yl)-2-methoxy-6,7-dihydro-5H-cyclopenta[b]pyridine-3-carboxamide FC1=C(OCC(CC(=C)C)(C)NC(=O)C=2C=C3C(=NC2OC)CCC3)C=CC=C1